2-propanimine CC(C)=N